ClC1=CC2=C(C(=N1)C1COC1)N(C(N2C)=O)C 6-Chloro-1,3-dimethyl-4-(oxetan-3-yl)-1,3-dihydro-2H-imidazo[4,5-c]pyridin-2-one